normal propyl mercaptan C(CC)S